CC(CCN1CCC2(CCN(CC2)C(=O)OC(C)(C)C)CC1)(C)C tert-Butyl 9-(3,3-dimethylbutyl)-3,9-diazaspiro[5.5]undecane-3-carboxylate